11-(benzyl-oxy)-1,10-dioxo-N'-(2-(2,4,6-trifluorophenyl)ethanethioyl)-1,3,4,5,6,7,8,10-octahydro-2,6a-methano[1,4]diazonino[9,1,2-cd]indolizine-9-carbohydrazide C(C1=CC=CC=C1)OC1=C2N3C4(CCC3=C(C1=O)C(=O)NNC(CC1=C(C=C(C=C1F)F)F)=S)CCCCN(C2=O)C4